C1(=CC=C(C=C1)C1=CC(=NN1C1=CC=C(C=C1)S(=O)(=O)NC(C1=CC=CC=C1)=O)C(F)(F)F)C N-((4-(5-(p-tolyl)-3-(trifluoromethyl)-1H-pyrazol-1-yl)phenyl)sulfonyl)benzamide